CN1N=C(C(=C1)C1=CC(=C(C=C1)NC1=CC=NC2=CC(=CC=C12)C)OC)C N-(4-(1,3-dimethyl-1H-pyrazol-4-yl)-2-methoxyphenyl)-7-methylquinolin-4-amine